5-methoxy-2-((4-methoxy-3-(4-methylpiperazin-1-yl)phenyl)sulfonyl)-3-methyl-1H-indole COC=1C=C2C(=C(NC2=CC1)S(=O)(=O)C1=CC(=C(C=C1)OC)N1CCN(CC1)C)C